C\\1=C(C(=O)O/C1=C\\C(=O)O)Cl The molecule is the trans-isomer of 2-chloro-4-carboxymethylenebut-2-en-1,4-olide. It is a 2-chloro-4-carboxymethylenebut-2-en-1,4-olide and a chlorodienelactone. It derives from a trans-4-carboxymethylenebut-2-en-4-olide. It is a conjugate acid of a trans-2-chloro-4-carboxylatomethylenebut-2-en-1,4-olide(1-).